CC(C(=O)O[C@H]1C[C@H](C=C2C=C[C@@H]([C@@H]([C@@H]12)CC[C@H](C[C@H](CC(=O)O)O)O)C)C)(CC)C (3R,5R)-7-[(1S,2S,6R,8S,8aR)-8-(2,2-dimethylbutyryloxy)-1,2,6,7,8,8a-hexahydro-2,6-dimethyl-1-naphthyl]-3,5-dihydroxyheptanoic acid